CN[C@@H](C(=O)O)C1=CC=CC=C1 (R)-2-(methylamino)-2-phenylacetic acid